FC=1C=CC(=C(C(=O)N(C(C)C)C(C)C)C1)OC=1C(=NC=NC1)N1C[C@@H](CC1)CN1CC2(C1)CCC(CC2)NS(=O)(=O)C(C)C (S)-5-fluoro-N,N-diisopropyl-2-((4-(3-((7-(isopropylsulfonamido)-2-azaspiro[3.5]nonan-2-yl)methyl)pyrrolidin-1-yl)pyrimidin-5-yl)oxy)benzamide